amidosulfuric acid, fluoride S(=O)(=O)(N)F